(Naphthalen-1-yl)-2-(3,4,5-trimethoxyphenyl)ethan-1-one C1(=CC=CC2=CC=CC=C12)C(CC1=CC(=C(C(=C1)OC)OC)OC)=O